ClC1=CC=C(C=C1)C(=CC1=C(C(=O)NCC(=O)N2C(CC(C2)(F)F)C#N)C=CN=C1)C 3-(2-(4-chlorophenyl)prop-1-en-1-yl)-N-(2-(2-cyano-4,4-difluoropyrrolidin-1-yl)-2-oxoethyl)isonicotinamide